NC(C(=O)O)CCCC(C(=O)O)N 2,6-diamino-heptanedioic acid